tert-butyl 4-[2-[3-[1-(2,6-dioxo-3-piperidyl)-3-methyl-2-oxo-benzimidazol-4-yl]prop-2-ynoxy]ethyl]piperazine-1-carboxylate O=C1NC(CCC1N1C(N(C2=C1C=CC=C2C#CCOCCN2CCN(CC2)C(=O)OC(C)(C)C)C)=O)=O